Cl.CC=1N(C(=CC1)C)C=1SC2=C(C=NC(=C2)C2=NN=CN2C)N1 2-(2,5-dimethyl-1H-pyrrol-1-yl)-6-(4-methyl-4H-1,2,4-triazol-3-yl)thiazolo[4,5-c]pyridine hydrochloride